5-(2-Aminopyridin-4-yl)-7-chloro-3-amino-1H-indazole NC1=NC=CC(=C1)C=1C=C2C(=NNC2=C(C1)Cl)N